C(C)N(C(=S)NC=1C=NC2=CC=CC=C2C1)CC 1,1-diethyl-3-quinolin-3-ylthiourea